N-[8-chloro-7-fluoro-6-(4-methylpyridin-3-yl)isoquinolin-3-yl]-2-(hydroxymethyl)-3-(1-methyl-1H-pyrazol-4-yl)cyclopropane-1-carboxamide ClC=1C(=C(C=C2C=C(N=CC12)NC(=O)C1C(C1C=1C=NN(C1)C)CO)C=1C=NC=CC1C)F